(S)-2,3,9-trimethoxy-10-aminomethyl-6,8,13,13a-tetrahydro-5H-dibenzo[a,g]quinolizine COC=1C(=CC2=C([C@@H]3CC4=C(CN3CC2)C(=C(C=C4)CN)OC)C1)OC